3-(3-chloro-5-(2,6-difluorophenyl)-1,6-dihydropyrazolo[4,3-d]pyrido[4,3-f][1,3]diazepin-9-yl)-8-oxa-3-azabicyclo[3.2.1]octane ClC1=NNC2=C1N=C(NC1=C2C=C(N=C1)N1CC2CCC(C1)O2)C2=C(C=CC=C2F)F